methyl 7-oxo-5-thiaspiro[2.5]octane-6-carboxylate O=C1C(SCC2(CC2)C1)C(=O)OC